4-methyl-6-(4-(((3s,5r)-3-methyl-5-(4-methyl-1-oxo-1,3-dihydroisobenzofuran-5-yl)piperazin-1-yl)methyl)-1H-pyrazol-1-yl)pyridine-3-carbonitrile CC1=C(C=NC(=C1)N1N=CC(=C1)CN1C[C@@H](N[C@@H](C1)C=1C(=C2COC(C2=CC1)=O)C)C)C#N